CC1(CC1)OC1=CC2=C(N(N=C2C=C1)COCC[Si](C)(C)C)C1=CC(=NC=N1)N1CCC(CC1)CN1CCN(CC1)C(=O)OC(C)(C)C tert-butyl 4-[[1-[6-[5-(1-methylcyclopropoxy)-2-(2-trimethylsilylethoxymethyl)indazol-3-yl]pyrimidin-4-yl]-4-piperidyl]methyl]piperazine-1-carboxylate